C(C1=CC=CC=C1)N1CCC(CC1)CCNC(=O)C=1C=NC=2N(C1C)N=C(C2)C2=C(C=CC=C2)OC N-[2-(1-benzylpiperidin-4-yl)ethyl]-2-(2-methoxyphenyl)-7-methylpyrazolo[1,5-a]pyrimidine-6-carboxamide